3-ethyl-4-isobutylpiperazin C(C)C1CNCCN1CC(C)C